C(C)NC(=O)[C@H]1O[C@H]([C@@H]([C@@H]1O)O)N1C2=NC(=NC(=C2N=C1)NC)C=1OC(=CC1)C1=C(C=CC=C1)OC (2S,3S,4R,5R)-N-ethyl-3,4-dihydroxyl-5-(2-(5-(2-methoxyphenyl)furan-2-yl)-6-(methylamino)-9H-purin-9-yl)tetrahydrofuran-2-carboxamide